FC1=C(C=CC=C1)C1=NC=CC2=C1N=C(N=C2N)NC2=CC=C(C=C2)N2CCNCC2 8-(2-fluorophenyl)-N2-(4-(piperazin-1-yl)phenyl)pyrido[3,4-d]pyrimidine-2,4-diamine